N(C)C[C@H](O)[C@@H](O)[C@H](O)[C@H](O)CO.CC(C(=O)O)(CC=O)C 2,2-dimethyl-4-oxo-butyric acid meglumine salt